N-((2-(7-fluoro-1-(2-methoxyethyl)-2-methyl-1H-indol-4-yl)-1,6-naphthyridin-7-yl)methyl)-3-((fluoromethyl)sulfonyl)benzofuran-5-carboxamide FC=1C=CC(=C2C=C(N(C12)CCOC)C)C1=NC2=CC(=NC=C2C=C1)CNC(=O)C=1C=CC2=C(C(=CO2)S(=O)(=O)CF)C1